(5'S,7a'R)-1-(1-methyl-6-oxo-1,6-dihydropyridazin-3-yl)-5'-phenyltetrahydro-3'H-spiro[piperidine-4,2'-pyrrolo[2,1-b][1,3]oxazol]-3'-one CN1N=C(C=CC1=O)N1CCC2(C(N3[C@H](O2)CC[C@H]3C3=CC=CC=C3)=O)CC1